FC1=C(C=CC=C1)CC(C=O)S(=O)(=O)C1=CC=C(C)C=C1 3-(2-fluorophenyl)-2-(p-toluenesulfonyl)propanal